[O-]P([O-])(=O)OP(=O)([O-])[O-].[Li+].[Li+].[Li+].[V+5].BrCC1=CC2=CC=C(C=C2C=C1)CBr.[O-]P([O-])(=O)OP(=O)([O-])[O-] 2,6-Bis(bromomethyl)naphthalene vanadium trilithium diphosphate